CC(C)(OC(NCCOCCOCCOCCC(=O)N[C@@H](CC(N)=O)C(=O)N1[C@@H](CCC1)C(=O)O)=O)C N2-(2,2-dimethyl-4,17-dioxo-3,8,11,14-tetraoxa-5-azaheptadecan-17-yl)-L-asparaginyl-L-proline